(3-hydroxypropyl)(phenethyl)carbamate OCCCOC(NCCC1=CC=CC=C1)=O